2,4,5,6-tetrakis(carbazol-9-yl)benzene-1,3-dinitrile C1=CC=CC=2C3=CC=CC=C3N(C12)C1=C(C(=C(C(=C1C#N)N1C2=CC=CC=C2C=2C=CC=CC12)N1C2=CC=CC=C2C=2C=CC=CC12)N1C2=CC=CC=C2C=2C=CC=CC12)C#N